FC1=CC=C(C=C1)N1/C(/S\C(\C1=O)=C\1/C(NC2=CC=C(C=C12)[N+](=O)[O-])=O)=N/C1=CC=C(C=C1)S(=O)(=O)N 4-(((Z)-3-(4-fluorophenyl)-5-((Z)-5-nitro-2-oxoindoline-3-ylidene)-4-oxothiazolidin-2-ylidene)amino)benzenesulphonamide